ferrous hydroxypropionate OC(C(=O)[O-])C.[Fe+2].OC(C(=O)[O-])C